1-Octyloxypropan-2-amin C(CCCCCCC)OCC(C)N